N[C@H](C(=O)N1[C@@H](C[C@H](C1)O)C(=O)N[C@@H](C)C1=CC=C(C=C1)C1=C(C=CC=C1F)F)C(C)(C)C (2S,4R)-1-((S)-2-amino-3,3-dimethylbutyryl)-N-((S)-1-(2',6'-difluoro-[1,1'-biphenyl]-4-yl)ethyl)-4-hydroxypyrrolidine-2-carboxamide